O1C[C@H](CC1)CC(=O)N |o1:2| ((R*)-tetrahydrofuran-3-yl)acetamide